CN(N)C(=O)C1=NC=CN=C1C1=CC=CC=C1 2-methyl-2-(3-phenylpyrazine-2-carbonyl)hydrazine